C(C=C)C1CCN(CC1)C1=CC(=C(C(=O)OC)C=C1[N+](=O)[O-])Br methyl 4-(4-allylpiperidin-1-yl)-2-bromo-5-nitrobenzoate